3-Methyl-6-((7-methyl-[1,2,4]triazolo[1,5-a]pyridin-6-yl)amino)-1-(tetrahydro-2H-pyran-4-yl)-1,3-dihydro-2H-imidazo[4,5-c]pyridin-2-one CN1C(N(C2=C1C=NC(=C2)NC=2C(=CC=1N(C2)N=CN1)C)C1CCOCC1)=O